FC=1C=C(C=CC1)CNC(=O)C=1C(=NC2=CC(=CC=C2C1C)C(F)(F)F)OC(C)C N-[(3-fluorophenyl)-methyl]-2-isopropoxy-4-methyl-7-(trifluoromethyl)-quinoline-3-carboxylic acid amide